1,7-Octandiol C(CCCCCC(C)O)O